1-(chloromethyl)-2-iodo-4-methylbenzene ClCC1=C(C=C(C=C1)C)I